ClC=1C(=NC(=CC1)Cl)C(=O)NC=1C(=NC=C(C1)C(F)(F)F)NC 3,6-dichloro-N-(2-(methylamino)-5-(trifluoromethyl)pyridin-3-yl)pyridinecarboxamide